C1(CC1)C=1N(C=C(N1)I)C12CC(C1)(C2)N2CCS(CC2)(=O)=O 4-(3-(2-cyclopropyl-4-iodo-1H-imidazol-1-yl)bicyclo[1.1.1]pentan-1-yl)thiomorpholine 1,1-dioxide